2-(4-chlorophenyl)-2,3-dihydro-1H-isoindol-1-one ClC1=CC=C(C=C1)N1C(C2=CC=CC=C2C1)=O